acryloxydecyltrimellitic acid C(C=C)(=O)OCCCCCCCCCCC1=C(C(C(=O)O)=CC=C1C(=O)O)C(=O)O